spiro[3.4]octan-3-one C1CC(C12CCCC2)=O